C(C)[C@H]1OCCN(C1)C[C@@H]1NC[C@H](N(C1)C(=O)OC(C)(C)C)C tert-butyl (2R,5s)-5-(((R)-ethylmorpholino)methyl)-2-methylpiperazine-1-carboxylate